[N+](=O)([O-])C1=CC=C(C(=O)O[C@H]2C[C@@H](COC2)C(=O)OC)C=C1 |r| (±)-trans-methyl 5-((4-nitrobenzoyl)oxy)tetrahydro-2H-pyran-3-carboxylate